N-(Imidazo[1,2-b]pyridazin-3-yl)-6-methoxy-2-((1R,2R)-2-methyl-4-(methylamino)cyclohexyl)-2H-indazole-5-carboxamide N=1C=C(N2N=CC=CC21)NC(=O)C2=CC1=CN(N=C1C=C2OC)[C@H]2[C@@H](CC(CC2)NC)C